COC(=O)NC1=CC=C(C(=O)N[C@H](C(=O)O)CC2=CC=CC=C2)C=C1 (S)-2-{4-[(methoxycarbonyl)amino]benzamido}-3-phenylpropionic acid